ethyl 3-fluoro-1-{[(phenylformamido)methanethioyl]amino}pyrrole-2-carboxylate FC1=C(N(C=C1)NC(=S)NC(=O)C1=CC=CC=C1)C(=O)OCC